C(C)(C)(C)N1N=C(C(=C1)C(=O)NC1=C(C=C(C(=C1)C=1C=C(C=2N(C1)C=CN2)C2=NC=NC=C2)C)F)F 1-(Tert-butyl)-3-fluoro-N-(2-fluoro-4-methyl-5-(8-(pyrimidin-4-yl)imidazo[1,2-a]pyridin-6-yl)phenyl)-1H-pyrazole-4-carboxamide